OCC(ON1C(CCCC1(C)C)(C)C)C1=CC=CC=C1 1-Hydroxy-2-phenyl-2-(2',2',6',6'-tetramethyl-1-piperidinyloxy)ethan